BrC=1C=CC(=C2C(C(=C(NC12)S(=O)CC1=CC=C(C=C1)SC(F)(F)F)C(=O)C1CC1)=O)Cl 8-bromo-5-chloro-3-(cyclopropanecarbonyl)-2-((4-((trifluoromethyl)thio)benzyl)sulfinyl)quinolin-4(1H)-one